N1=CC=C(C=C1)OCC1=CC=C(CC2CCN(CC2)C(=O)OC(C)(C)C)C=C1 tert-butyl 4-(4-((pyridin-4-yloxy)methyl)benzyl)piperidine-1-carboxylate